N5-cyclopentyl-Biguanide Hydrochloride Cl.C1(CCCC1)NC(NC(N)=N)=N